3-((3-bromophenyl)(phenyl)methyl)-4-methyl-4H-1,2,4-triazole BrC=1C=C(C=CC1)C(C1=NN=CN1C)C1=CC=CC=C1